C(C1=CC=CC=C1)OC[C@H](CO[Si](C1=CC=CC=C1)(C1=CC=CC=C1)C(C)(C)C)OCCCCCCCCCCCCCCCCCC (R)-(3-(benzyloxy)-2-(octadecyloxy)propoxy)(tert-butyl)diphenylsilane